(1S,2S)-N-(6-(5-ethyl-6-fluoro-1H-indazol-4-yl)imidazo[1,2-a]pyrazin-2-yl)-2-fluorocyclopropane-1-carboxamide C(C)C=1C(=C2C=NNC2=CC1F)C=1N=CC=2N(C1)C=C(N2)NC(=O)[C@H]2[C@H](C2)F